tert-butyl 2-((((1s,4s)-4-(2-(benzyloxy)-3,5-difluorophenyl) cyclohexyl) oxy) methyl)-3-oxopyrrolidine-1-carboxylate C(C1=CC=CC=C1)OC1=C(C=C(C=C1F)F)C1CCC(CC1)OCC1N(CCC1=O)C(=O)OC(C)(C)C